NC[C@H](C)N(C([C@@H](CC(=O)OC(C1=C(C=CC=C1)Cl)(C1=CC=CC=C1)C1=CC=CC=C1)CC1=CC=CC=C1)=O)C (2-Chlorotrityl) (R)-4-(((S)-1-aminopropan-2-yl)(methyl)amino)-3-benzyl-4-oxobutanoate